ethyl 4-((5-((6-(4-(benzyloxy)-2-formylphenyl)quinazolin-2-yl)amino)-2-methylphenyl)carbamoyl)benzoate C(C1=CC=CC=C1)OC1=CC(=C(C=C1)C=1C=C2C=NC(=NC2=CC1)NC=1C=CC(=C(C1)NC(=O)C1=CC=C(C(=O)OCC)C=C1)C)C=O